1-(4-(1-(difluoromethyl)-1H-pyrazol-3-yl)-2-phenyl-5,8-dihydropyrido[3,4-d]pyrimidin-7(6H)-yl)prop-2-en-1-one FC(N1N=C(C=C1)C=1C2=C(N=C(N1)C1=CC=CC=C1)CN(CC2)C(C=C)=O)F